(R)-1-(cyclopropylmethyl)-N-(2-fluoro-4-((4-(1-isopropyl-1H-pyrazol-4-yl)-5-methylpyrimidin-2-yl)amino)phenyl)pyrrolidine-2-carboxamide C1(CC1)CN1[C@H](CCC1)C(=O)NC1=C(C=C(C=C1)NC1=NC=C(C(=N1)C=1C=NN(C1)C(C)C)C)F